O1CCOC12CCC(CC2)N2CC1(C2)COCC1 2-(1,4-Dioxaspiro[4.5]dec-8-yl)-6-oxa-2-azaspiro[3.4]octane